6-chloro-s-triazine ClC1=NC=NC=N1